N[C@@H](CCONC(=N)N)C(=O)O L-canavanine